5-methyl-1-(8-trifluoromethyl-quinolin-5-yl)-piperidine-3-carboxylic acid methyl ester COC(=O)C1CN(CC(C1)C)C1=C2C=CC=NC2=C(C=C1)C(F)(F)F